4-((6-(bis(2-methoxyethyl)amino)-4-(4-methoxypiperidin-1-yl)-8-(4-methyl-3-oxopiperazin-1-yl)pyrimido[5,4-d]pyrimidin-2-yl)(2-methoxyethyl)amino)butanoic acid COCCN(C=1N=C(C=2N=C(N=C(C2N1)N1CCC(CC1)OC)N(CCCC(=O)O)CCOC)N1CC(N(CC1)C)=O)CCOC